(R)-N-((5-chloro-6-((3-methylisoxazol-5-yl)methoxy)-1H-indol-2-yl)methyl)-2-methoxypropanamide ClC=1C=C2C=C(NC2=CC1OCC1=CC(=NO1)C)CNC([C@@H](C)OC)=O